BrC1=CC(=C(CC=2OC=NN2)C=C1)C (4-bromo-2-methylbenzyl)-1,3,4-oxadiazole